C(C)N1C2=CC=CC=C2C=2C=C(C=CC12)C1OC(=O)C2=CC(=CC=C12)N(C)C 9-ethylcarbazol-3-yl-6-dimethylaminophthalide